S1C2=C(C=C1)C(=CC=C2)CN2CC(N(C(C2)=O)C2CC1(C2)CCN(CC1)C(=O)OC(C)(C)C)C1=C(C=CC=C1)C(C)C tert-butyl 2-(4-(benzo[b]thiophen-4-ylmethyl)-2-(2-isopropylphenyl)-6-oxopiperazin-1-yl)-7-azaspiro[3.5]nonane-7-carboxylate